CC1(CCN(CC1)CC(=O)NC1=C(SC=C1C)C(=O)NC)C 3-(2-(4,4-dimethylpiperidin-1-yl)acetamido)-N,4-dimethylthiophene-2-carboxamide